7-(4-(3-(6-methoxypyridin-3-yl)-1-tosyl-1H-pyrrolo[2,3-b]pyridin-5-yl)benzyl)-2-methyl-2,7-diazaspiro[3.5]nonane COC1=CC=C(C=N1)C1=CN(C2=NC=C(C=C21)C2=CC=C(CN1CCC3(CN(C3)C)CC1)C=C2)S(=O)(=O)C2=CC=C(C)C=C2